N,N-dimethyladamantane-1-carboxamide CN(C(=O)C12CC3CC(CC(C1)C3)C2)C